6-(5-cyano-1H-pyrrolo[2,3-b]pyridin-1-yl)-N-(1-((2-(2,4-dioxotetrahydropyrimidin-1(2H)-yl)pyridin-4-yl)methyl)piperidin-4-yl)-4-(isopropylamino)nicotinamide C(#N)C=1C=C2C(=NC1)N(C=C2)C2=NC=C(C(=O)NC1CCN(CC1)CC1=CC(=NC=C1)N1C(NC(CC1)=O)=O)C(=C2)NC(C)C